4'-{[(trans)-3-methyl-1-{[4-(propan-2-yl)phenyl]carbamoyl}-DL-prolyl]amino}[1,1'-biphenyl]-4-carboxylic acid C[C@@H]1[C@H](N(CC1)C(NC1=CC=C(C=C1)C(C)C)=O)C(=O)NC1=CC=C(C=C1)C1=CC=C(C=C1)C(=O)O